ClC=1C(=C(C=CC1)C1CN(CCN1)C1C=2C(=NN(C2CCC1)CC=O)C(=O)N1C[C@@H]([C@H](CC1)O)F)C 4-(3-(Chloro-2-methylphenyl)piperazin-1-yl)-2-(3-((3S,4S)-3-fluoro-4-hydroxypiperidin-1-carbonyl)-4,5,6,7-tetrahydro-1H-indazol-1-yl)ethanon